4-(bromomethyl)-2,3-dihydrobenzofuran BrCC1=CC=CC2=C1CCO2